(S)-2-(((benzyloxy)-carbonyl)amino)-2-((1r,4S)-4-fluorocyclohexyl)acetic acid C(C1=CC=CC=C1)OC(=O)N[C@H](C(=O)O)C1CCC(CC1)F